OC1CCC(CC1)N(C(OC(C)(C)C)=O)C tert-butyl N-(4-hydroxycyclohexyl)-N-methyl-carbamate